N,4-di(pyridin-2-yl)thiazol-2-amine N1=C(C=CC=C1)NC=1SC=C(N1)C1=NC=CC=C1